tert-butyl 4-[3-[[4-[3-[3-amino-6-[2-(methoxymethoxy)phenyl]pyridazin-4-yl]-3,8-diazabicyclo[3.2.1]octan-8-yl]-2-pyridyl]oxy]cyclobutoxy]piperidine-1-carboxylate NC=1N=NC(=CC1N1CC2CCC(C1)N2C2=CC(=NC=C2)OC2CC(C2)OC2CCN(CC2)C(=O)OC(C)(C)C)C2=C(C=CC=C2)OCOC